CC=1C=C(C=CC1C=1N(C=C(N1)C(F)(F)F)C)CN [3-methyl-4-[1-methyl-4-(trifluoromethyl)imidazol-2-yl]phenyl]methanamine